C1(CCCC1)NC=1SC(=C(N1)C)C1=NC(=NC=C1)NC1=CC=C(C=C1)N1CCCCC1 [4-[[4-[2-(cyclopentylamino)-4-methyl-thiazol-5-yl]pyrimidin-2-yl]amino]phenyl]piperidine